C(#N)C=1C=C2C(C(=CN(C2=CC1N1[C@](CCC1)(C)COC1=NC=CC=C1F)C=1C=NC(=CC1)N1CC(C1)N(C)C)C(=O)OCC)=O ethyl (S)-6-cyano-1-(6-(3-(dimethylamino)azetidin-1-yl)pyridin-3-yl)-7-(2-(((3-fluoropyridin-2-yl)oxy)methyl)-2-methylpyrrolidin-1-yl)-4-oxo-1,4-dihydroquinoline-3-carboxylate